1,1-bis(2-hydroxyphenyl)eicosane OC1=C(C=CC=C1)C(CCCCCCCCCCCCCCCCCCC)C1=C(C=CC=C1)O